NC=1C(=C(C=CC1C)C1=NC=CC=C1)C 3-amino-2,4-dimethylPhenylpyridine